(E)-ethyl 4-chloro-4-oxobut-2-enoate ClC(/C=C/C(=O)OCC)=O